5-bromo-3-(hydroxymethyl)-1-methylpyridin-2(1H)-one BrC=1C=C(C(N(C1)C)=O)CO